5-(4-chlorophenyl)-3-(2-oxo-2-(pyrrolidin-1-yl)ethyl)furo[2,3-d]pyrimidin-4(3H)-one ClC1=CC=C(C=C1)C1=COC=2N=CN(C(C21)=O)CC(N2CCCC2)=O